N-(3-chloro-5-(methylsulfonyl)phenyl)-1-(3-(2-hydroxy-2-methylpropyloxy)pyridin-2-yl)-1H-pyrazole-4-carboxamide ClC=1C=C(C=C(C1)S(=O)(=O)C)NC(=O)C=1C=NN(C1)C1=NC=CC=C1OCC(C)(C)O